N-propylundecane-1,11-diamine C(CC)NCCCCCCCCCCCN